1,1-divinylhexamethyltrisiloxane C(=C)[Si](O[Si](O[Si](C)(C)C)(C)C)(C=C)C